[O-2].[K+].[K+] Kalium oxide